ClC=1N=CC=C2C1N(C(=C2)C(=O)N(C)C21CC(C2)(C1)F)CC 7-chloro-1-ethyl-N-{3-fluorobicyclo[1.1.1]pentan-1-yl}-N-methylpyrrolo[2,3-c]pyridine-2-carboxamide